(R)-2-methylazetidine C[C@H]1NCC1